2-chloro-N-[(3R,4S)-4-fluoro-1-(5-fluoropyridine-2-carbonyl)pyrrolidin-3-yl]benzamide ClC1=C(C(=O)N[C@@H]2CN(C[C@@H]2F)C(=O)C2=NC=C(C=C2)F)C=CC=C1